methyl N-Boc-2-aminobut-2-enoate C(=O)(OC(C)(C)C)NC(C(=O)OC)=CC